bromoethyl-butyl-diethoxysilane BrCC[Si](OCC)(OCC)CCCC